C1CCC2=C(C=3CCCC3C=C12)NC(=O)N=[S@@](=O)(N)C1=CC=2COCCC2S1 (S)-N'-((1,2,3,5,6,7-hexahydro-s-indacen-4-yl)carbamoyl)-6,7-dihydro-4H-thieno[3,2-c]pyran-2-sulfonimidamide